[Mn].[Si].[N] nitrogen silicon-manganese